N(CCNC(=O)N)CCNC(=O)N 1,1'-(iminodi-2,1-ethanediyl)diurea